BrC=1C=C(C=CC1F)N1C(C(=C(C=C1)C)N)C(C)C N-(3-bromo-4-fluorophenyl)-2-isopropyl-4-methyl-3-aminopyridine